1-methyl-2,3-diketo-4-(piperidin-4-yl)-1,2,3,4-tetrahydropyrido[2,3-b]pyrazine-6-carbonitrile dihydrochloride Cl.Cl.CN1C2=C(N(C(C1=O)=O)C1CCNCC1)N=C(C=C2)C#N